C(C)NC1=NC(=CC=C1)NC=1C=C2C=CNC2=CC1 N2-ethyl-N6-(1H-indol-5-yl)pyridine-2,6-diamine